[Cl-].C(CCCCCCCCCCCCCCC)(=O)[C@](O)(C[N+](C)(C)C)CC([O-])=O |r| (±)-Palmitoylcarnitine chloride